OCCCCN(C=1C(=CC(=C(C1)NC(C)=O)N=NC1=C(C=C(C=C1C#N)[N+](=O)[O-])Br)OC)CCCCO N-(5-(bis(4-hydroxybutyl)amino)-2-((2-bromo-6-cyano-4-nitrophenyl)diazenyl)-4-methoxyphenyl)acetamide